(2-(4,4-difluoropiperidin-1-yl)-6-((Trimethylsilyl)ethynyl)pyridin-3-yl)propan-2-ol FC1(CCN(CC1)C1=NC(=CC=C1CC(C)O)C#C[Si](C)(C)C)F